FC=1C=C(C=C(C1)F)[C@H](CC)N1C(=NC(C(=C1O)CC1=CC=C(C=C1)C=1C(=NC(=CC1)F)C)=O)COC(C)C 1-[(1S)-1-(3,5-difluorophenyl)propyl]-5-{[4-(6-fluoro-2-methylpyridin-3-yl)phenyl]methyl}-6-hydroxy-2-[(propan-2-yloxy)methyl]-1,4-dihydropyrimidin-4-one